2-((2-(4-(diphenylamino)phenyl)benzofuran-6-yl)methylene)malononitrile C1(=CC=CC=C1)N(C1=CC=C(C=C1)C=1OC2=C(C1)C=CC(=C2)C=C(C#N)C#N)C2=CC=CC=C2